2-{(1R)-1-[3-(1,1-difluoro-2-methoxyethyl)-2-fluorophenyl]ethyl}-1H-isoindole-1,3(2H)-dione FC(COC)(F)C=1C(=C(C=CC1)[C@@H](C)N1C(C2=CC=CC=C2C1=O)=O)F